COC1=CC=C(CNCC2=CC=C(C=C2)OC)C=C1 Di(4-methoxybenzyl)amine